6-fluoro-4-methyl-[1,1'-biphenyl] FC1=CC(=CC=C1C1=CC=CC=C1)C